C(C)(C)[C@@H]1N(CC2=C(NC1=O)C=CC=C2)C(=O)NC (S)-3-isopropyl-N-methyl-2-oxo-1,2,3,5-tetrahydro-4H-benzo[e][1,4]diazepine-4-carboxamide